CC1=NC(=CC=C1B1OC(C(O1)(C)C)(C)C)SC 2-methyl-3-(4,4,5,5-tetramethyl-1,3,2-dioxaborolan-2-yl)-6-(methylthio)pyridine